ClC=1N=C2C(=C(C=3N(C2=CC1)C=NN3)C#N)N3CCN(CC3)C(C)C3=CC=C(C=C3)F 7-chloro-5-(4-(1-(4-fluorophenyl)ethyl)piperazin-1-yl)-[1,2,4]triazolo[4,3-a][1,5]naphthyridine-4-carbonitrile